O.NN.[Na] sodium hydrazine hydrate